1,2,12,13-tetramercapto-4,6,8,10-tetrathiatridecane SCC(CSCSCSCSCC(CS)S)S